BrC1=CC(=C(OC=2C=CC(=C(C2)S(=O)(=O)NC2(CC2)CSC)OC)C(=C1)Cl)Cl 5-(4-bromo-2,6-dichloro-phenoxy)-2-methoxy-N-[1-(methylsulfanyl-methyl)cyclopropyl]benzenesulfonamide